1-[4-(2-Anilinopyrimidin-4-yl)oxynaphthalen-1-yl]-3-[5-tert-butyl-2-(4-methylphenyl)pyrazol-3-yl]urea N(C1=CC=CC=C1)C1=NC=CC(=N1)OC1=CC=C(C2=CC=CC=C12)NC(=O)NC=1N(N=C(C1)C(C)(C)C)C1=CC=C(C=C1)C